NC1=C(C2=C(S1)C(C(CC2)(C2=CC=C(C=C2)F)C#N)=O)C(=O)N 2-Amino-6-cyano-6-(4-fluorophenyl)-7-oxo-4,5,6,7-tetrahydrobenzo[b]thiophene-3-carboxamide